2-amino-N-(1-(4-chloro-2-((1-methyl-1H-pyrazol-3-yl)methyl)-7-phenyl-2H-indazol-6-yl)ethyl)pyrazolo[1,5-a]pyrimidine-3-carboxamide NC1=NN2C(N=CC=C2)=C1C(=O)NC(C)C=1C=C(C2=CN(N=C2C1C1=CC=CC=C1)CC1=NN(C=C1)C)Cl